N-((5-fluoro-2,3-dihydrobenzofuran-4-yl)methyl)pyrido[3,4-d]pyridazin-5-amine FC=1C=CC2=C(CCO2)C1CNC1=NC=CC=2C1=CN=NC2